OC[C@@H]1OCCN(C1)C=1C=CC2=C(NC(=N2)C2=CC(=CN2)C(=O)C2=C(C=CC=C2)C(F)(F)F)C1 (R)-(5-(6-(2-(hydroxymethyl)morpholino)-1H-benzo[d]imidazol-2-yl)-1H-pyrrol-3-yl)(2-(trifluoromethyl)phenyl)methanone